C(C1=C(C(=CC2=CC=CC=C12)C(=O)O)O)C1=C(C(=CC2=CC=CC=C12)C(=O)O)O.CONCC1=NN=CN1C O-methyl-N-((4-methyl-4H-1,2,4-triazol-3-yl)methyl)hydroxylamine 1,1'-methylene-bis-(2-hydroxy-3-naphthoate)